7-nitro-4-[(1S)-1-[3-(trifluoromethyl)phenyl]ethyl]-2H-1,4-benzoxazin-3-one [N+](=O)([O-])C1=CC2=C(N(C(CO2)=O)[C@@H](C)C2=CC(=CC=C2)C(F)(F)F)C=C1